CN(CCCNC(=O)C1=NNC2=C(C=CC=C12)F)C N-(3-(dimethylamino)propyl)-7-fluoro-1H-indazole-3-carboxamide